Propylfluoroacetat C(CC)OC(CF)=O